tert-Butyl (S)-3-((4-(6-thiomorpholinyl-1H-pyrrolo[2,3-b]pyridin-3-yl)-5-(trifluoromethyl)pyrimidin-2-yl)amino)piperidine-1-carboxylate N1(CCSCC1)C1=CC=C2C(=N1)NC=C2C2=NC(=NC=C2C(F)(F)F)N[C@@H]2CN(CCC2)C(=O)OC(C)(C)C